tert-Butyl 4-(8-(4-(trifluoromethyl)phenyl)-2,3,4,5-tetrahydro-1H-1,5-methanobenzo[c]azepine-2-carbonyl)piperidine-1-carboxylate FC(C1=CC=C(C=C1)C=1C=CC2=C(C3N(CCC2C3)C(=O)C3CCN(CC3)C(=O)OC(C)(C)C)C1)(F)F